FC(OC[C@H]1[C@@H](CC=2C(=NC(=CC2C2=C(C=C(C=C2)F)F)C(=O)[O-])O1)C)F |o1:5| (2R,3R) or (2R,3S)-2-((difluoromethoxy)methyl)-5-(2,4-difluorophenyl)-3-methyl-3,4-dihydro-2H-pyrano[2,3-b]pyridine-7-carboxylate